(S)-Phenyl (4-((2-chloro-4-methylpyridin-3-yl)carbamoyl)-2-fluoro-5-((1,1,1-trifluoropropan-2-yl)oxy)phenyl)carbamate ClC1=NC=CC(=C1NC(=O)C1=CC(=C(C=C1O[C@H](C(F)(F)F)C)NC(OC1=CC=CC=C1)=O)F)C